CC(C)C1=CC=C(C=C1)CCC=O 4-(1-methyl-ethyl)-benzenepropanal